(S)-2-(3-(3-(1-(2-chloro-4-fluorophenyl)cyclopropyl)-1,2,4-oxadiazol-5-yl)-5-(difluoromethyl)-1H-pyrazol-1-yl)propenamide ClC1=C(C=CC(=C1)F)C1(CC1)C1=NOC(=N1)C1=NN(C(=C1)C(F)F)C(C(=O)N)=C